BrC=1C=NN(C1)C1C(CN(CC1)C(=O)OC(C)(C)C)(F)F tert-butyl 4-(4-bromo-1H-pyrazol-1-yl)-3,3-difluoropiperidine-1-carboxylate